C=1N=CN2C1C1=CC=CC=C1[C@H]2[C@@H]2CC1=C(C=NC=C1)[C@@H]2O (6S,7R)-6-((R)-5H-Imidazo[5,1-a]isoindol-5-yl)-6,7-dihydro-5H-cyclopenta[c]pyridin-7-ol